3-((3,5-difluoro-4-(tetradecyloxy)phenyl)sulfonyl)-4-(4-(4-isopropylpiperazin-1-yl)-[1,4'-bipiperidin]-1'-yl)-6-(methylsulfinyl)quinoline FC=1C=C(C=C(C1OCCCCCCCCCCCCCC)F)S(=O)(=O)C=1C=NC2=CC=C(C=C2C1N1CCC(CC1)N1CCC(CC1)N1CCN(CC1)C(C)C)S(=O)C